CC1=NC=CC=C1NC(=O)NC(=O)C=1C=NC(=CC1C=C)C(F)(F)F 3-(((2-methylpyridin-3-yl)aminocarbonyl)aminocarbonyl)-6-(trifluoromethyl)-4-vinylpyridin